ClC1=C(C=CC2=C1C(=NC(C=1N2C(=C(N1)C(=O)O)C)C)C1=NC=CC=C1F)C(F)(F)F 7-chloro-6-(3-fluoro-2-pyridyl)-1,4-dimethyl-8-(trifluoromethyl)-4H-imidazo[1,2-a][1,4]benzodiazepine-2-carboxylic acid